(1S,3S,4S)-N-[(1R)-1-cyano-2-[(3R)-2-oxo-3-piperidyl]ethyl]-2-[(2S)-3,3-dimethyl-2-[(2,2,2-trifluoroacetyl)amino]butanoyl]-5,5-difluoro-2-azabicyclo[2.2.2]octane-3-carboxamide C(#N)[C@@H](C[C@@H]1C(NCCC1)=O)NC(=O)[C@H]1N([C@@H]2CC([C@H]1CC2)(F)F)C([C@H](C(C)(C)C)NC(C(F)(F)F)=O)=O